2-Methoxy-N-(8'-(3-methoxyazetidin-1-yl)-4'H-spiro[cyclopropane-1,5'-naphtho[2,1-d]isoxazol]-3'-yl)benzenesulfonamide COC1=C(C=CC=C1)S(=O)(=O)NC1=NOC2=C1CC1(C3=CC=C(C=C32)N3CC(C3)OC)CC1